4-((6-methylquinolin-4-yl)amino)-N-(4-(pyridin-4-ylamino)phenyl)benzamide CC=1C=C2C(=CC=NC2=CC1)NC1=CC=C(C(=O)NC2=CC=C(C=C2)NC2=CC=NC=C2)C=C1